3-{8,8-difluoro-7-tert-butyldimethylsilyloxy-5-(trifluoromethyl)bicyclo[4.2.0]oct-1,3,5-triene-2-enyloxy}-5-chlorobenzamide FC1(C(C2=C(C(=C=C=C12)OC=1C=C(C(=O)N)C=C(C1)Cl)C(F)(F)F)O[Si](C)(C)C(C)(C)C)F